N-(1-(6-(1,1-Difluoroethyl)pyridin-2-yl)-3-(methoxymethyl)-1H-pyrazolo[4,3-c]pyridin-6-yl)acetamide FC(C)(F)C1=CC=CC(=N1)N1N=C(C=2C=NC(=CC21)NC(C)=O)COC